FC1=C(C(=O)OC)C=C(C(=C1)C)NC(=O)C1=CN=C(S1)C methyl 2-fluoro-4-methyl-5-[(2-methyl-1,3-thiazole-5-carbonyl)amino]benzoate